6-ethylcyclohexane-1,3-dione C(C)C1CCC(CC1=O)=O